FC(N1N=CC2=CC(=CC=C12)C=1N=C(NC1C1=NC(=CC=C1)C)NCC1=CC(=CC=C1)F)F 4-(1-(difluoromethyl)-1H-indazol-5-yl)-N-(3-fluorobenzyl)-5-(6-methyl-pyridin-2-yl)-1H-imidazol-2-amine